Cl.C(C)(C)(C)C1=NC=NC=C1N 4-(tert-butyl)pyrimidin-5-amine hydrochloride